FC=1C=CC(=NC1)C=1C(=C2N(N1)[C@H](CC2)C)C2=C1C(=NC=C2)NN=C1 4-[(6S)-2-(5-Fluoro-2-pyridyl)-6-methyl-5,6-dihydro-4H-pyrrolo[1,2-b]pyrazol-3-yl]-1H-pyrazolo[3,4-b]pyridine